(R)-N-(7-(1-(1-acryloylpiperidin-3-yl)-4-amino-1H-pyrazolo[3,4-d]pyrimidin-3-yl)benzo[d][1,3]dioxol-4-yl)-5,6,7,8-tetrahydronaphthalene-1-carboxamide C(C=C)(=O)N1C[C@@H](CCC1)N1N=C(C=2C1=NC=NC2N)C2=CC=C(C1=C2OCO1)NC(=O)C1=CC=CC=2CCCCC12